(methoxy-d3)cyclohexane-1-amine C(OC1(CCCCC1)N)([2H])([2H])[2H]